C(C)(C)(C)OC(NC1=C(SC(=C1)C)Br)=O (2-bromo-5-methylthiophen-3-yl)carbamic acid tert-butyl ester